2-(((1r,4r)-4-((bis(3-fluorophenyl)carbamoyloxy)methyl)cyclohexyl)methoxy)acetic acid FC=1C=C(C=CC1)N(C(=O)OCC1CCC(CC1)COCC(=O)O)C1=CC(=CC=C1)F